CN(C=1SC2=C(N=NC(=C2)C2=C(C=C(C=C2)C=2C=NNC2)O)N1)[C@@H]1C[C@@H](NCC1)C 2-(6-{Methyl-[(2S,4S)-2-methylpiperidin-4-yl]amino}[1,3]thiazolo[4,5-c]pyridazin-3-yl)-5-(1H-pyrazol-4-yl)phenol